C(#C)C=1C=C2C(=NC1)N(C=N2)C 6-ethynyl-3-methylimidazo[4,5-b]pyridine